6-bromo-3-(2-chloro-5-fluorophenyl)-2-(4-methyl-Oxybenzyl)-7-methyl-4-nitroisoindol-1-one BrC1=CC(=C2C(N(C(C2=C1C)=O)CC1=CC=C(C=C1)OC)C1=C(C=CC(=C1)F)Cl)[N+](=O)[O-]